ClC=1C=C2C3=C(COC2=CC1O)C=C(C=C3)O 2-Chloro-6H-benzo[c]chromene-3,8-diol